C1(CC1)N1N=CC(=C1)C=1C=CC=2N(C1)C(=CC2)C2=CC(=C(C(=C2)OC)C=2N=NN(C2)CC)OC 6-(1-Cyclopropylpyrazol-4-yl)-3-[4-(1-ethyltriazol-4-yl)-3,5-dimethoxyphenyl]pyrrolo[1,5-a]pyridine